COC1=C(C=CC(=C1)OC)CN(C(C)=O)C1=NC=C2C(=N1)NN=C2C2=CC=CC=C2 N-[(2,4-dimethoxyphenyl)methyl]-N-{3-phenyl-1H-pyrazolo[3,4-d]pyrimidin-6-yl}acetamide